(2S,4R)-1-[(2S)-2-[[2-[3-(2-aminoethoxy)propoxy]acetyl]amino]-3,3-dimethyl-butanoyl]-4-hydroxy-N-[[4-(4-methylthiazol-5-yl)phenyl]methyl]pyrrolidine-2-carboxamide NCCOCCCOCC(=O)N[C@H](C(=O)N1[C@@H](C[C@H](C1)O)C(=O)NCC1=CC=C(C=C1)C1=C(N=CS1)C)C(C)(C)C